CN(CCN1N=CC(=C1)CN(CCC(=O)OC(CCCCCCC)CCCCCCCCC)CCC(=O)OC(CCCCCCC)CCCCCCCCC)C di(heptadecan-8-yl) 3,3'-(((1-(2-(dimethylamino)ethyl)-1H-pyrazol-4-yl)methyl)azanediyl)dipropionate